3-hexenoyl salicylate C(C=1C(O)=CC=CC1)(=O)OC(CC=CCC)=O